3-methylacrylamidodopamine CC=CC(=O)NNCCC1=CC(O)=C(O)C=C1